imidazole-2-formaldoxime N1C(=NC=C1)C=NO